methyl-ammonium tetrakis(perfluoronaphthalen-2-yl)borate FC1=C(C(=C(C2=C(C(=C(C(=C12)F)F)F)F)F)F)[B-](C1=C(C2=C(C(=C(C(=C2C(=C1F)F)F)F)F)F)F)(C1=C(C2=C(C(=C(C(=C2C(=C1F)F)F)F)F)F)F)C1=C(C2=C(C(=C(C(=C2C(=C1F)F)F)F)F)F)F.C[NH3+]